[Pt].C(C1=CC=CC=C1)NC(C1=C(C=CC=C1)NC1=CC=NC2=CC(=CC=C12)C(F)(F)F)=O N-benzyl-2-[(7-trifluoromethylquinolin-4-yl)amino]Benzamide platinum